1-phenyl-3-(p-chlorophenyl)propane-1,3-dione boron difluoride [B](F)F.C1(=CC=CC=C1)C(CC(=O)C1=CC=C(C=C1)Cl)=O